(1s,2s,5r)-N-[2-(4-chlorophenyl)-2-oxo-ethyl]-1-hydroxy-2-isopropyl-5-methyl-cyclohexanecarboxamide ClC1=CC=C(C=C1)C(CNC(=O)[C@]1([C@@H](CC[C@H](C1)C)C(C)C)O)=O